tert-butyl 6-(6-formamidopyridin-3-yl)-2,6-diazaspiro[3.3]heptane-2-carboxylate C(=O)NC1=CC=C(C=N1)N1CC2(CN(C2)C(=O)OC(C)(C)C)C1